ClC1=NC(=CC(=C1)[C@@H]1CN([C@H](CO1)C)C(=O)OC(C)(C)C)C1=NC=NC(=C1)C(NC)=O tert-butyl (2R,5S)-2-(2-chloro-6-(6-(methylcarbamoyl)pyrimidin-4-yl)pyridin-4-yl)-5-methylmorpholine-4-carboxylate